6-[5-[2-[(4-methyl-6,7-dihydro-5H-cyclopenta[b]pyridin-6-yl)methylamino]ethyl]-2-oxo-1,3-oxazolidin-3-yl]-4H-pyrido[3,2-b][1,4]oxazin-3-one CC1=C2C(=NC=C1)CC(C2)CNCCC2CN(C(O2)=O)C=2C=CC=1OCC(NC1N2)=O